hexyl R-(-)-2-hydroxypropionate O[C@@H](C(=O)OCCCCCC)C